OC(C#CC=1C2=C(C(N(C1)C)=O)NC(=C2C(=O)OCC(C)C)C)(C)C2=CC=CC=C2 isobutyl 4-(3-hydroxy-3-phenyl-but-1-ynyl)-2,6-dimethyl-7-oxo-1H-pyrrolo[2,3-c]pyridine-3-carboxylate